CC(C(=C=O)C)[Si](C(C)C)(C(C)C)C(C)C methyl-(triisopropylsilyl)dimethyl-ketene